1-[(2-chlorophenyl)methyl]-5-[2-[2-(3,4-dichlorophenyl)azepan-1-yl]-2-oxoethyl]pyrrolidin-2-one ClC1=C(C=CC=C1)CN1C(CCC1CC(=O)N1C(CCCCC1)C1=CC(=C(C=C1)Cl)Cl)=O